(S)-9-((4-(((S)-2-hydroxy-1-phenylethyl)amino)-5-(1,3,4-oxadiazol-2-yl)pyrimidin-2-yl)amino)-10b-methyl-1,3,4,10b-tetrahydropyrido[2,1-a]isoindol-6(2H)-one OC[C@H](C1=CC=CC=C1)NC1=NC(=NC=C1C=1OC=NN1)NC1=CC=C2C(N3[C@](C2=C1)(CCCC3)C)=O